(R)-1-(3-((3-chloro-6-((1-(2,2-difluoroethyl)-1H-pyrazol-4-yl)amino)-1H-pyrazolo[3,4-d]pyrimidin-4-yl)amino)piperidin-1-yl)prop-2-en-1-one hydrochloride Cl.ClC1=NNC2=NC(=NC(=C21)N[C@H]2CN(CCC2)C(C=C)=O)NC=2C=NN(C2)CC(F)F